S(=O)(=O)(C1=CC=C(C)C=C1)C([C@@H](O)[C@@H](O)[C@H](O)[C@H](O)CO)O tosyl-D-mannitol